6-[[3-(trifluoromethyl)-1H-1,2,4-triazol-5-yl]methyl]-2-azaspiro[3.3]heptane FC(C1=NNC(=N1)CC1CC2(CNC2)C1)(F)F